tert-butyl (2S,5S)-5-(((tert-butyldiphenylsilyl)oxy)methyl)-2-((2-(2-chloro-4,5-difluorophenyl)propan-2-yl)carbamoyl)morpholine-4-carboxylate [Si](C1=CC=CC=C1)(C1=CC=CC=C1)(C(C)(C)C)OC[C@@H]1CO[C@@H](CN1C(=O)OC(C)(C)C)C(NC(C)(C)C1=C(C=C(C(=C1)F)F)Cl)=O